(3'-amino-[1,1'-biphenyl]-4-yl)-2,2-dimethylpropionic acid tert-butyl ester C(C)(C)(C)OC(C(CC1=CC=C(C=C1)C1=CC(=CC=C1)N)(C)C)=O